(R)-3-[2-[(E)-6-[3-(benzenesulfonamido)phenyl]-4-hydroxyhex-5-enyl]phenyl]propanoic acid C1(=CC=CC=C1)S(=O)(=O)NC=1C=C(C=CC1)/C=C/[C@@H](CCCC1=C(C=CC=C1)CCC(=O)O)O